FC=1C=C(C=C2CCN(CC12)CC1(CC1)C)C(=O)OC methyl 8-fluoro-2-((1-methylcyclopropyl)methyl)-1,2,3,4-tetrahydroisoquinoline-6-carboxylate